(S)-(3-Fluorophenyl)((2R,5S)-5-(piperidin-4-ylmethyl)pyrrolidin-2-yl)-methanol dihydrochloride Cl.Cl.FC=1C=C(C=CC1)[C@H](O)[C@@H]1N[C@@H](CC1)CC1CCNCC1